COCCC(=O)ON1C(C2=CC=CC=C2C1=O)=O 1,3-dioxoisoindolin-2-yl 3-methoxypropanoate